N-chlorosulfamate ClNS([O-])(=O)=O